(3S,4S)-1-(2-((S)-2-decanamido-3-(hexylamino)-3-oxopropyl)imidazo[1,2-a]pyridine-7-carbonyl)-N3,N4-bis((1S,2R)-2-phenylcyclopropyl)pyrrolidine-3,4-dicarboxamide C(CCCCCCCCC)(=O)N[C@@H](CC=1N=C2N(C=CC(=C2)C(=O)N2C[C@H]([C@@H](C2)C(=O)N[C@@H]2[C@H](C2)C2=CC=CC=C2)C(=O)N[C@@H]2[C@H](C2)C2=CC=CC=C2)C1)C(=O)NCCCCCC